[Cu](F)F.C1(=CC=CC=C1)P(C1=CC=CC=C1)C1=CC=CC=C1.C1(=CC=CC=C1)P(C1=CC=CC=C1)C1=CC=CC=C1.C1(=CC=CC=C1)P(C1=CC=CC=C1)C1=CC=CC=C1 tris(triphenylphosphine) copper fluoride